N1CC(CCC1)NC1=NC=C(C(=N1)C1=NNC=C1)C(F)(F)F N-[piperidin-3-yl]-4-(1H-pyrazol-3-yl)-5-(trifluoromethyl)pyrimidin-2-amine